Cl.Cl.N1CCC(CC1)C1=CC=NC=2CCCCC12 4-(4-Piperidyl)-5,6,7,8-tetrahydroquinoline dihydrochloride